5-methyl-2,4,6-trioxo-1,3,5-triazine CN1C(NC(NC1=O)=O)=O